O1C(=CC=C1)C=C(C(=O)O)C beta-furyl-(methyl)acrylic acid